FC1=C(C=CC=C1F)C1=CC=C2C(C(COC2=C1)(C)C)NC(O[C@@H]1CN2CCC1CC2)=O (S)-quinuclidin-3-yl (7-(2,3-difluorophenyl)-3,3-dimethylchroman-4-yl)carbamate